C(#N)C(C)(C1=CN=C(N1)C1=C(C=CC(=C1)OC=1C(=C2C=CNC2=C(C1F)F)C1CC1)F)C=1C=C(C=CC1)CCC(=O)O 3-(3-(1-cyano-1-(2-(5-((4-cyclopropyl-6,7-difluoro-1H-indol-5-yl)oxy)-2-fluorophenyl)-1H-imidazol-5-yl)ethyl)phenyl)propanoic acid